N1=C(C=CC=C1)S(=O)(=O)C(F)F difluoromethyl 2-pyridinyl sulfone